1-(3,3-difluoro-4-hydroxy-1-azaspiro[4.4]nonan-1-yl)-3-(2,2-difluorocyclopropyl)propane-1,2-dione FC1(CN(C2(C1O)CCCC2)C(C(CC2C(C2)(F)F)=O)=O)F